2-(4-(1-(2-cyano-3-(thiazol-2-yl)acrylamido)butyl)phenoxy)acetic acid C(#N)C(C(=O)NC(CCC)C1=CC=C(OCC(=O)O)C=C1)=CC=1SC=CN1